C(C)(C)(C)NC1=NC(=NC(=N1)NCC)Cl 2-N-tert-butyl-6-chloro-4-N-ethyl-1,3,5-triazine-2,4-diamine